3-(6-but-2-enyl-7-oxo-1H-pyrrolo[2,3-c]pyridin-4-yl)-N-cyclopropylbenzamide C(C=CC)N1C(C2=C(C(=C1)C=1C=C(C(=O)NC3CC3)C=CC1)C=CN2)=O